4-methyl-2-oxo-3,5,6,7-tetrahydro-2H-cyclopenta[b]pyridine-3-carbonitrile CC1=C2C(=NC(C1C#N)=O)CCC2